FC=1C=C(C=C(C1C=1N(C=C(N1)C(F)(F)F)C)OC)C(O)C1=CC(=C(C(=C1)OC)C=1N(C=C(N1)C(F)(F)F)C)F dI[3-fluoro-5-methoxy-4-[1-methyl-4-(trifluoromethyl)imidazol-2-yl]phenyl]methanol